COC(=O)C12CC(C1)(C2)C(=O)OC(C)(C)C Bicyclo[1.1.1]pentane-1,3-dicarboxylic acid 1-(tert-butyl) 3-methyl ester